2-[6-[(2S)-2-(hydroxymethyl)morpholin-4-yl]pyridazin-3-yl]-3-methyl-5-(trifluoromethyl)phenol OC[C@@H]1CN(CCO1)C1=CC=C(N=N1)C1=C(C=C(C=C1C)C(F)(F)F)O